2-(4-((cyclopropylmethyl)sulfonyl)phenyl)-2-(5,7-dichloro-6-(2-isopropoxyphenyl)-1H-benzo[d]imidazol-2-yl)ethanol C1(CC1)CS(=O)(=O)C1=CC=C(C=C1)C(CO)C1=NC2=C(N1)C(=C(C(=C2)Cl)C2=C(C=CC=C2)OC(C)C)Cl